6-(3-isopropyl-5-(piperidin-4-yl)-1H-indol-2-yl)-N-(2,2,2-trifluoroethyl)-[1,2,4]triazolo[1,5-a]pyridin-8-amine C(C)(C)C1=C(NC2=CC=C(C=C12)C1CCNCC1)C=1C=C(C=2N(C1)N=CN2)NCC(F)(F)F